FC1=C(OC2=NC=CC=C2C(=O)N)C=CC(=C1)CC(=O)NC=1SC(=C(N1)C)C1=NC=CC=C1 2-(2-fluoro-4-(2-((4-methyl-5-(pyridin-2-yl)thiazol-2-yl)amino)-2-oxoethyl)phenoxy)pyridine-3-carboxamide